O1CC[C@H](C2=CC=CC=C12)NC(=O)[C@@H]1CC[C@H]2N1C([C@H](CN(CC2)S(=O)(=O)C)NC([C@H](C)N(C(OC(C)(C)C)=O)C)=O)=O tert-butyl ((S)-1-(((5S,8S,10aR)-8-(((R)-chroman-4-yl)carbamoyl)-3-(methylsulfonyl)-6-oxodecahydropyrrolo[1,2-a][1,5]diazocin-5-yl)amino)-1-oxopropan-2-yl)(methyl)carbamate